OC(CO)C1=C(C=C(C=2N=COC21)C2=CC=C(C=C2)OC(F)(F)F)CN(C(OC(C)(C)C)=O)C tert-butyl ((7-(1,2-dihydroxyethyl)-4-(4-(trifluoromethoxy)phenyl)benzo[d]oxazol-6-yl)methyl)(methyl)carbamate